N[C@H](CC(=O)OC(C)(C)C)CCC1CCCCC1 tert-butyl (S)-3-amino-5-cyclohexylvalerate